4-(2-(((R)-((R)-6-methyl-2,3-dihydro-1H-pyrido[2,3-b][1,4]oxazin-3-yl)(phenyl)methyl)amino)ethyl)benzonitrile CC=1C=CC2=C(O[C@H](CN2)[C@@H](C2=CC=CC=C2)NCCC2=CC=C(C#N)C=C2)N1